C1(=CC=CC=C1)[Mg]Cl PHENYLMAGNESIUM CHLORIDE